FC1=CC(=C(C(=C1)C(C)C)NC(=O)NS(=O)(=O)C=1SC(=C(N1)C)C(C)(C)O)C(C)C N-(4-fluoro-2,6-diisopropylphenylcarbamoyl)-5-(2-hydroxypropan-2-yl)-4-methylthiazole-2-sulfonamide